N-((1r,4r)-4-((2-(2,6-dioxopiperidin-3-yl)-1,3-dioxaindol-5-yl)oxy)cyclohexyl)-5-(4-((7-Ethyl-6-oxo-5,6-dihydro-1,5-naphthyridin-3-yl)methyl)piperazin-1-yl)pyridine-2-Formamide O=C1NC(CCC1C1OC2=CC=C(C=C2O1)OC1CCC(CC1)NC(=O)C1=NC=C(C=C1)N1CCN(CC1)CC=1C=NC=2C=C(C(NC2C1)=O)CC)=O